N-((S)-(7-((R*)-2-Cyano-1-(2-(3,3-difluorocyclobutyl)acetamido)ethyl)imidazo[1,2-b]pyridazin-2-yl)(4,4-difluorocyclohexyl)methyl)-1-isopropyl-1H-pyrazole-5-carboxamide C(#N)C[C@@H](NC(CC1CC(C1)(F)F)=O)C1=CC=2N(N=C1)C=C(N2)[C@@H](NC(=O)C2=CC=NN2C(C)C)C2CCC(CC2)(F)F |o1:3|